(R)-8-(2-(3-chlorophenyl)-2-hydroxyacetyl)-2-(1-(thiophen-2-yl)cyclopropyl)-3,5,6,7,8,9-hexahydro-4H-pyrimido[4,5-c]azepin-4-one ClC=1C=C(C=CC1)[C@H](C(=O)N1CC2=C(CCC1)C(NC(=N2)C2(CC2)C=2SC=CC2)=O)O